1-methylpiperidin-4-yl (3R,5R)-7-(3,7-dimethyl-2,6-dioxo-2,3,6,7-tetrahydro-1H-purin-1-yl)-3,5-dihydroxyheptanoate CN1C(N(C(C=2N(C=NC12)C)=O)CC[C@H](C[C@H](CC(=O)OC1CCN(CC1)C)O)O)=O